(1,4-di-tert-butylphenyl) phosphite P(OC1(CC=C(C=C1)C(C)(C)C)C(C)(C)C)([O-])[O-]